F[C@H]1CN(CC[C@@H]1C1=C(C=C2C=NN(C2=C1)C=1C=NN(C1)C)C)C |o1:6| (R,R or S,S)-6-(3-Fluoro-1-Methylpiperidin-4-Yl)-5-Methyl-1-(1-Methyl-1H-pyrazol-4-yl)-1H-indazole